4-(3-(2-fluoro-4-(oxetan-3-yl)phenyl)-2,3-dihydrobenzo[b][1,4]dioxin-5-yl)-3,6-dihydropyridine-1(2H)-carboxylic acid tert-butyl ester C(C)(C)(C)OC(=O)N1CCC(=CC1)C1=CC=CC=2OCC(OC21)C2=C(C=C(C=C2)C2COC2)F